[5-(1,3-dioxolan-2-yl)-2-fluorothieno[3,2-b]thiophen-3-yl](trimethyl)silane O1C(OCC1)C1=CC=2SC(=C(C2S1)[Si](C)(C)C)F